BrC=1C2=CN(N=C2C(=CC1)OC1CN(C1)C(C)C)C 4-bromo-7-((1-isopropylazetidin-3-yl)oxy)-2-methyl-2H-indazole